3-(3,3-difluoropiperidin-4-yl)-6-{8-fluoro-2-methylimidazo[1,2-a]pyridin-6-yl}thieno[3,2-d]pyrimidin-4-one FC1(CNCCC1N1C=NC2=C(C1=O)SC(=C2)C=2C=C(C=1N(C2)C=C(N1)C)F)F